ClC=1C=C(C=CC1OCC1=CC(=CC=C1)F)C1=NC2=CC=C(C=C2C(=N1)N)C=1OC(=CC1)CNCCS(=O)(=O)C [3-chloro-4-[(3-fluorophenyl)methoxy]phenyl]-6-[5-[(2-methylsulfonylethylamino)methyl]furan-2-yl]quinazolin-4-amine